C(C)(C)(C)C1=C(C=CC=C1)O 2-tertiary butylphenol